ClC1=CC=C(O[C@@H]2[C@H](CCCC2)OS(=O)([O-])CC(F)(F)F)C=C1 (1S,2S)-trans-2-(4-(chloro)phenoxy)cyclohexyl-2,2,2-trifluoroethyl-sulfite